tert-butyl 3-(6-chloropyridazin-3-yl)azetidine-1-carboxylate ClC1=CC=C(N=N1)C1CN(C1)C(=O)OC(C)(C)C